C(CCCCCCCCC)(O)O 1,1-decanediol